C(C)N(CCCNC(=O)C1=CC2=C(N3C(S2)=NC(=C3)C3=CC=C(C=C3)C3N(CCC3)C(=O)OC(C)(C)C)C=C1)CC tert-butyl 2-(4-(7-((3-(diethylamino)propyl)carbamoyl)benzo[d]imidazo[2,1-b]thiazol-2-yl)phenyl)pyrrolidine-1-carboxylate